F[C@@H]1CC2=CC=3CCCC3C(=C2C1)NC(=O)N=[S@](=O)(N)C=1C=NN2C1OC(C2)(C)C (R)-N'-(((R)-2-fluoro-1,2,3,5,6,7-hexahydro-s-indacen-4-yl)carbamoyl)-2,2-dimethyl-2,3-dihydropyrazolo[5,1-b]oxazole-7-sulfonimidamide